N-((3-fluoro-5-(2-((1-methyl-1H-pyrazolo[3,4-d]pyrimidin-4-yl)thio)acetyl)thiophen-2-yl)methyl)pivalamide FC1=C(SC(=C1)C(CSC1=C2C(=NC=N1)N(N=C2)C)=O)CNC(C(C)(C)C)=O